trans-N-(4-((4-(4,4,5,5-tetramethyl-1,3,2-dioxaborolan-2-yl)phenyl)thio)cyclohexyl)-5-(trifluoromethyl)pyridin-2-amine CC1(OB(OC1(C)C)C1=CC=C(C=C1)S[C@@H]1CC[C@H](CC1)NC1=NC=C(C=C1)C(F)(F)F)C